C1(CC1)CN1CC[C@]23CCN(CC[C@]2([C@H]1CC1=CC=C(C=C13)OC)O)C(=O)C1=NC=CC=N1 ((5aS,6R,11bR)-14-(cyclopropylmethyl)-5a-hydroxy-10-methoxy-1,2,5,5a,6,7-hexahydro-6,11b-(epiminoethano)naphtho[1,2-d]azepin-3(4H)-yl)(pyrimidin-2-yl)methanone